4-[[(1R)-3-[4-[4-[[2-(2,6-dioxo-3-piperidyl)-1,3-dioxo-isoindolin-5-yl]amino]butyl]piperazin-1-yl]-1-(phenylsulfanylmethyl)propyl]amino]-3-(trifluoromethylsulfonyl)benzenesulfonamide O=C1NC(CCC1N1C(C2=CC=C(C=C2C1=O)NCCCCN1CCN(CC1)CC[C@H](CSC1=CC=CC=C1)NC1=C(C=C(C=C1)S(=O)(=O)N)S(=O)(=O)C(F)(F)F)=O)=O